2-[[4-[5-isobutyl-2-(2H-tetrazol-5-yl)-phenyl]piperazin-1-yl]methyl]thiazole C(C(C)C)C=1C=CC(=C(C1)N1CCN(CC1)CC=1SC=CN1)C=1N=NNN1